N-(1-Cyclopropyl-2-oxo-1,2-dihydropyridin-3-yl)-6-fluoro-2,2-dimethyl-2,3-dihydrofuro[2,3-b]pyridine-5-carboxamide C1(CC1)N1C(C(=CC=C1)NC(=O)C=1C=C2C(=NC1F)OC(C2)(C)C)=O